N-(3-methoxybenzyl)-4-((2-(2-((3-methoxybenzyl)oxy)ethoxy)ethoxy)methyl)-N-(3-(2-methoxyethoxy)benzyl)oxazol-2-amine COC=1C=C(CN(C=2OC=C(N2)COCCOCCOCC2=CC(=CC=C2)OC)CC2=CC(=CC=C2)OCCOC)C=CC1